1-(4-(4-(2,6-difluorobenzyl)-5-oxo-4,5-dihydro-1H-1,2,4-triazol-1-yl)-2-fluorobenzyl)-5-methyl-1H-pyrazole-3-carboxylic acid FC1=C(CN2C=NN(C2=O)C2=CC(=C(CN3N=C(C=C3C)C(=O)O)C=C2)F)C(=CC=C1)F